ClC=1C=NC=C(C1[C@@H](C)OC=1C=C2C(=NN(C2=CC1)C1OCCCC1)C=1C=C(CNC(OCC2C3=CC=CC=C3C=3C=CC=CC23)=O)C=CC1)Cl (9H-Fluoren-9-yl)methyl (3-(5-((R)-1-(3,5-dichloropyridin-4-yl)ethoxy)-1-(tetrahydro-2H-pyran-2-yl)-1H-indazol-3-yl)benzyl)carbamate